ClC=1C=C2CCC(OC2=CC1)C(=O)NC12CC(C1)(C2)C=2OC(=NN2)C2CC(C2)OC(F)(F)F 6-chloro-N-(3-(5-((1s,3s)-3-(trifluoromethoxy)cyclobutyl)-1,3,4-oxadiazol-2-yl)bicyclo[1.1.1]pentan-1-yl)chroman-2-carboxamide